(4-methoxyphenyl)magnesium bromide COC1=CC=C(C=C1)[Mg]Br